N4-(2-methoxyethyl)-N4-methyl-N2-(5-(5-methyl-1H-pyrazol-4-yl)thiazolo[5,4-b]pyridin-2-yl)pyridine-2,4-diamine COCCN(C1=CC(=NC=C1)NC=1SC2=NC(=CC=C2N1)C=1C=NNC1C)C